4-amino-2'-bromo-5'-chlorospiro[cyclohexane-1,1'-indene]-4-carboxylic acid NC1(CCC2(C(=CC3=CC(=CC=C23)Cl)Br)CC1)C(=O)O